(1s,4s)-4-((2-((2-(1-(Cyclopropylsulfonyl)-1H-pyrazol-4-yl)pyrimidin-4-yl)amino)-5-((1-(tetrahydro-2H-pyran-4-yl)-1H-pyrazol-4-yl)ethynyl)pyridin-4-yl)amino)cyclohexan-1-ol C1(CC1)S(=O)(=O)N1N=CC(=C1)C1=NC=CC(=N1)NC1=NC=C(C(=C1)NC1CCC(CC1)O)C#CC=1C=NN(C1)C1CCOCC1